ClC1=C(C2=CC=CC=C2C=C1)C1=NC(=NC(=N1)C1=CC=CC=C1)C1=CC=CC=C1 2-(2-chloronaphthalen-1-yl)-4,6-diphenyl-1,3,5-triazine